CC1=CC=C(C=C1)OC METHYL-PARA-CRESOL